NC=1C=NN(C1)C1CN(C1)C1=CC(=C2C(C(=CN(C2=N1)C1=NC=NS1)C(=O)O)=O)C 7-[3-(4-amino-1H-pyrazol-1-yl)azetidin-1-yl]-5-methyl-4-oxo-1-(1,2,4-thiadiazol-5-yl)-1,4-dihydro-1,8-naphthyridine-3-carboxylic acid